acryloyloxyimidazolium thiocyanate [S-]C#N.C(C=C)(=O)OC=1NC=C[NH+]1